OCCN1C[C@@H](CCC1)NC=1C(N(C=NN1)C)=O 6-[[(3R)-1-(2-hydroxyethyl)-3-piperidyl]amino]-4-methyl-1,2,4-triazin-5-one